C1N(CC2=NSC=3C(OC=C21)=C(NC3)C(=O)N)C(=O)N 1H,7H-dipyrrolo[3,4-b:3',4'-f][1,4,5]oxathiazocine-2,8(3H)-dicarboxamide